NC=1C(=NC(=NC1C1=C2C=NN(C2=CC=C1C)C1OCCCC1)C1=C(N=NC(=C1)Cl)N)C(=O)OCC ethyl 5-amino-2-(3-amino-6-chloropyridazin-4-yl)-6-(5-methyl-1-(tetrahydro-2H-pyran-2-yl)-1H-indazol-4-yl)pyrimidine-4-carboxylate